The molecule is a methanopterin derivative in which the methanopterin is modified by amide formation with L-glutamic acid. It is a conjugate acid of a sarcinapterin(4-). CC1=C(N=C2C(=O)NC(=NC2=N1)N)[C@@H](C)NC3=CC=C(C=C3)C[C@@H]([C@@H]([C@@H](CO[C@@H]4[C@@H]([C@@H]([C@H](O4)COP(=O)(O)O[C@@H](CCC(=O)O)C(=O)N[C@@H](CCC(=O)O)C(=O)O)O)O)O)O)O